COC1=C(C=NC(=C1)C(F)(F)F)[C@H]1[C@@H](O[C@]([C@H]1C)(C(F)(F)F)C)C(=O)NC1=CC(=NC=C1)C(=O)N (2R,3S,4S,5R)-4-[[3-[4-Methoxy-6-(trifluoromethyl)-3-pyridyl]-4,5-dimethyl-5-(trifluoromethyl)tetrahydrofuran-2-carbonyl]amino]pyridin-2-carboxamid